ClC=1C=2C(N=C3N(C2C=CC1)C1=CC=C(C=C1C31CCCCC1)C1CCN(CC1)C1CCN(CC1)C(=O)OC(C)(C)C)=O tert-butyl 4-(4'-chloro-5'-oxo-5'H-spiro[cyclohexane-1,7'-indolo[1,2-a]quinazolin]-9'-yl)-[1,4'-bipiperidine]-1'-carboxylate